CC1(OCC[C@H](C1)C(=O)NC=1N=CC2=CC(=C(C=C2C1)N1CCN(CC1)[C@]1(COCC1)C)C)C (4R)-2,2-dimethyl-N-[7-methyl-6-[4-((R)-3-methyltetrahydrofuran-3-yl)piperazin-1-yl]-3-isoquinolinyl]tetrahydropyran-4-carboxamide